C(C)(C)(C)OC(=O)N1C[C@@H]2COC3=C(CN2CC1)C(=CC(=C3Cl)Br)N3N=CC=C3 (12aR)-9-bromo-10-chloro-7-(1H-pyrazol-1-yl)-3,4,12,12a-tetrahydro-6H-pyrazino[2,1-c][1,4]benzooxazepine-2(1H)-carboxylic acid tert-butyl ester